N1(CCCCCC1)C1=NC(=NC2=C(C(=C(C=C12)Cl)C1=CC=CC2=C1N=C(S2)N)F)OCC=2C=NC(=NC2)C 4-(4-(azepan-1-yl)-6-chloro-8-fluoro-2-((2-methylpyrimidin-5-yl)methoxy)quinazolin-7-yl)benzo[d]thiazol-2-amine